(4-hydroxypiperidin-4-yl)methanon OC1(CCNCC1)C=O